C(CCCCC)(=O)OC\C(=C/CC\C(=C\COC(CCCCC)=O)\C)\C (Z,E)-2,6-Dimethyl-2,6-octadiene-1,8-diyl dihexanoate